CC=1C=CNC1C1=C(C=CC=C1)C(F)(F)F 4-methyl-5-(2-(trifluoromethyl)phenyl)-1H-pyrrole